[N+](=O)([O-])C=1C=CC(=NC1)SSC1CC(N(C1=O)OC(CCC)=O)=O butanoic acid 4-[(5-nitro-2-pyridinyl)dithio]-2,5-dioxo-1-pyrrolidinyl ester